6-(4-(7-chloro-1-methyl-2,3-dioxo-2,3-dihydropyrido[2,3-b]pyrazin-4(1H)-yl)piperidin-1-yl)-5-fluoronicotinonitrile ClC1=CC2=C(N(C(C(N2C)=O)=O)C2CCN(CC2)C2=NC=C(C#N)C=C2F)N=C1